(R)-(4-Chloro-3-fluorophenyl)(8-methyl-3-(3-methyl-1,2,4-thiadiazol-5-yl)-5,6-diHydroimidazo[1,5-a]pyrazin-7(8H)-yl)methanone ClC1=C(C=C(C=C1)C(=O)N1[C@@H](C=2N(CC1)C(=NC2)C2=NC(=NS2)C)C)F